1,3-bis(mercaptoethyl)benzene tert-butyl-2-(2-(3-(2-(5-methyl-4-(1-(2-nitrophenylsulfonyl)indolin-5-yl)thiazol-2-ylamino)-2-oxoethyl)phenoxy)ethoxy)ethylcarbamate C(C)(C)(C)N(C(O)=O)CCOCCOC1=CC(=CC=C1)CC(=O)NC=1SC(=C(N1)C=1C=C2CCN(C2=CC1)S(=O)(=O)C1=C(C=CC=C1)[N+](=O)[O-])C.SCCC1=CC(=CC=C1)CCS